2-methyl-3-(4,5-dihydro-isoxazol-3-yl)-4-methylsulfonyl-benzoic acid CC1=C(C(=O)O)C=CC(=C1C1=NOCC1)S(=O)(=O)C